N[C@H]1C2N(CC1CC2)C(=O)C=2C=CC=1N(C2)N=C(C1C)C1=CC=2C(=NC(=CC2)C2CC2)N1CC1CC1 ((7R)-7-Amino-2-azabicyclo[2.2.1]heptan-2-yl)(2-(6-cyclopropyl-1-(cyclopropylmethyl)-1H-pyrrolo[2,3-b]pyridin-2-yl)-3-methylpyrazolo[1,5-a]pyridin-6-yl)methanone